C(C)(=O)NC1=NC=C(C=N1)CN1CC2=C(CC1)C(=CS2)C(=O)NC2=CC(=CC(=C2)C(F)(F)F)F 6-((2-Acetamidopyrimidin-5-yl)Methyl)-N-(3-Fluoro-5-(Trifluoromethyl)Phenyl)-4,5,6,7-Tetrahydrothieno[2,3-c]Pyridin-3-Carboxamid